OCC[N+](CCCCCCCCCCCCCCCCCC)(CCO)CCCCC(=O)O 4-[N,N-bis(2-hydroxyethyl)-N-octadecylammonio]-butane-1-carboxylic acid